5-(o-tolyl)octahydrobenzo[c]isoxazole C1(=C(C=CC=C1)C1CC2C(NOC2)CC1)C